OC(CCC)OC(C=C)=O acrylic acid 1-hydroxybutyl ester